CC1OC(CC=C1C=NO)C N-[(2,6-dimethyl-5,6-dihydro-2H-pyran-3-yl)methylidene]hydroxylamine